4-(chloromethyl)-2-methylthiazole ClCC=1N=C(SC1)C